NC=1C(=C(C=C2C=C(N=CC12)NC1=NN2CC(N(CC(C2=C1)O)C)=O)C1=C(C(=CC=C1)N)C)F 2-((8-amino-6-(3-amino-2-methylphenyl)-7-fluoroisoquinolin-3-yl)amino)-4-hydroxy-6-methyl-5,6-dihydro-4H-pyrazolo[1,5-d][1,4]diazepin-7(8H)-one